tert-butyl 2-bromo-2-(3-methoxy-2-(1-methylcyclopropyl)phenyl)acetate BrC(C(=O)OC(C)(C)C)C1=C(C(=CC=C1)OC)C1(CC1)C